ethyl 5-acetyl-1,3-dimethyl-1H-pyrazole-4-carboxylate C(C)(=O)C1=C(C(=NN1C)C)C(=O)OCC